3-((4-amino-2-methylpyrimidin-5-yl)methyl)-5-(3-hydroxypropyl)-4-methylthiazole bromide [Br-].NC1=NC(=NC=C1CN1CSC(=C1C)CCCO)C